C(#N)C1=CC(=C(C=C1)C1C(=C(NC2=C(C=NC(=C12)OCC1CCCC1)C)C)C(=O)OCC1=CC=CC=C1)OC benzyl 4-(4-cyano-2-methoxyphenyl)-5-(cyclopentylmethoxy)-2,8-dimethyl-1,4-dihydro-1,6-naphthyridine-3-carboxylate